4-(3-(2,4-Difluoro-3-hydroxy-5-(trifluoromethyl)phenyl)-1-methyl-1H-pyrazolo[4,3-c]pyridin-6-yl)-3,3-dimethyl-N-phenylpiperazine-1-carboxamide FC1=C(C=C(C(=C1O)F)C(F)(F)F)C1=NN(C2=C1C=NC(=C2)N2C(CN(CC2)C(=O)NC2=CC=CC=C2)(C)C)C